C(C)(C)(C)OC(=O)N1CCC(CC1)CC(=O)N1CCN(CC1)C=1C=C2CN(C(C2=CC1)=O)C1C(NC(CC1)=O)=O t-Butyl-4-(2-(4-(2-(2,6-dioxopiperidin-3-yl)-1-oxoisoindolin-5-yl)piperazin-1-yl)-2-oxoethyl)piperidine-1-carboxylate